5,6-dichloro-2-(isopropylamino)-(1β-L-ribofuranosyl)-1H-benzimidazole ClC1=CC2=C(N(C(=N2)NC(C)C)[C@@H]2[C@@H](O)[C@@H](O)[C@@H](O2)CO)C=C1Cl